P(=O)(O)(O)[SeH](=O)([O-])[O-] phosphonoselenite